N1-(2-chloro-5-(N-morpholinyl)pyrimidin-4-yl)-6-fluorobenzene-1,3-diamine ClC1=NC=C(C(=N1)NC1=CC(=CC=C1F)N)N1CCOCC1